1-(3-chloro-2-fluorobenzyl)cyclobutane-1-carbonitrile ClC=1C(=C(CC2(CCC2)C#N)C=CC1)F